ClC1=C(C=C(C(=C1)OC)Cl)B(O)O (2,5-dichloro-4-methoxy-phenyl)boronic acid